rac-2-(1-(tert-butoxycarbonyl)piperidin-3-yl)-2-methylpropanoic acid C(C)(C)(C)OC(=O)N1C[C@H](CCC1)C(C(=O)O)(C)C |r|